methylene (2S,2'S)-bis(2-((tert-butoxycarbonyl)amino) succinate) C(C)(C)(C)OC(=O)N[C@H](C(=O)OCOC(C(CC(=O)[O-])NC(=O)OC(C)(C)C)=O)CC(=O)[O-]